8-methyl-1,2,3,5,6,11-hexahydroindolizino[8,7-b]indole CC=1C=C2C3=C(NC2=CC1)C1CCCN1CC3